FC1=C(OCC(=O)N)C=C(C(=C1)F)N1CCNCC1 2-(2,4-difluoro-5-(piperazin-1-yl)phenoxy)acetamide